1-(2-phenylethynyl)phenanthrene C1(=CC=CC=C1)C#CC1=CC=CC=2C3=CC=CC=C3C=CC12